C(C)OC(=O)C1CC(C1)NC(NC=1SC=C(C1C(=O)OCC)C)=O ethyl 2-(3-((1S,3S)-3-(ethoxycarbonyl) cyclobutyl) ureido)-4-methylthiophene-3-carboxylate